CCCCCCC(C)(C)S tert-Nonanethiol